6-(4-methyl-1,4-diazaCycloheptan-1-yl)pyridine-3,5-dicarbonitrile CN1CCN(CCC1)C1=C(C=C(C=N1)C#N)C#N